C(C)(C)(C)OC(=O)N1CCC(CC1)C1=C2C(=NC=C1)NC(=N2)C2CN(CCO2)C(=O)OCC2=CC=CC=C2 Benzyl 2-[7-[1-(tert-butoxycarbonyl)piperidin-4-yl]-3H-imidazo[4,5-b]pyridin-2-yl]morpholine-4-carboxylate